stearyl-β-(3,5-di-t-butyl-4-hydroxy phenyl)propionate C(CCCCCCCCCCCCCCCCC)OC(CCC1=CC(=C(C(=C1)C(C)(C)C)O)C(C)(C)C)=O